FC=1C=C2C(N(C=NC2=CC1C1=NC=C(C=N1)C)CCC[C@H](C)NC=1C=NNC(C1C(F)(F)F)=O)=O 6-fluoro-7-(5-methylpyrimidin-2-yl)-3-[(4S)-4-[[6-oxo-5-(trifluoromethyl)-1H-pyridazin-4-yl]amino]pentyl]quinazolin-4-one